O1N=C(C2=C1C=CC=C2)C2=C(C=CC=C2)[C@H](CC2=NC(=CC=C2)C(N(C)C)=O)NC(OC(C)(C)C)=O tert-Butyl (S)-{1-[2-(benzo[d]isoxazol-3-yl)phenyl]-2-[6-(dimethylcarbamoyl)pyridine-2-yl]ethyl}carbamate